ClC=1C=C(C=CC1F)NC(N([C@H](C)C1=CNC(C2=CC=CC=C12)=O)CC1CCCC1)=O (R)-3-(3-chloro-4-fluorophenyl)-1-(cyclopentylmethyl)-1-(1-(1-oxo-1,2-dihydroisoquinolin-4-yl)ethyl)urea